5-{2-amino-[1,2,4]triazolo[1,5-a]pyridin-7-yl}-N-{[2-(cyclopentylmethoxy)-4-fluorophenyl]methyl}-2-methylpyridine-3-carboxamide NC1=NN2C(C=C(C=C2)C=2C=C(C(=NC2)C)C(=O)NCC2=C(C=C(C=C2)F)OCC2CCCC2)=N1